1-Methoxy-6,6-dimethyl-9-methylidene-3-(2-methyloctan-2-yl)-7,8,10,10a-tetrahydro-6aH-benzo[c]chromene COC1=C2C3C(C(OC2=CC(=C1)C(C)(CCCCCC)C)(C)C)CCC(C3)=C